N-phenoxy-carbonyl-aminobenzoic acid O(C1=CC=CC=C1)C(=O)NC1=C(C(=O)O)C=CC=C1